(2S,3R)-2-((R)-4-((3R,5S,7S,8R,9S,10S,13R,14S,17R)-3,7-dihydroxy-10,13-dimethyl-hexadecahydro-1H-cyclopenta[a]phenanthren-17-yl)pentanamido)-3-methylpentanoic acid O[C@@H]1CC[C@@]2([C@H]3CC[C@@]4([C@H](CC[C@H]4[C@@H]3[C@H](C[C@@H]2C1)O)[C@@H](CCC(=O)N[C@H](C(=O)O)[C@@H](CC)C)C)C)C